Cl.C1(CC1)[C@H]1N(CCNC1)C(=O)OC(C)(C)C tert-Butyl (R)-2-cyclopropylpiperazine-1-carboxylate hydrochloride